Cl.NCC1CC(C1)O (1S,3S)-3-(aminomethyl)cyclobutan-1-ol hydrochloride